N1(CCNCCC1)C=1C=CC=2N(C(C=C(N2)C=2C=CC=3N(C2)C=C(N3)C)=O)C1 7-(1,4-diazepan-1-yl)-2-(2-methylimidazo[1,2-a]pyridin-6-yl)-4H-pyrido[1,2-a]pyrimidin-4-one